CCCCC/C=C\C/C=C\CCCCCCCCCCCC(=O)OC[C@H](COP(=O)(O)OC[C@@H](C(=O)O)N)OC(=O)CCCCCC/C=C\C/C=C\C/C=C\CCCCC 1-(13Z,16Z-docosadienoyl)-2-(8Z,11Z,14Z-eicosatrienoyl)-glycero-3-phosphoserine